N-[4-fluoro-5-[2-[methyl-[rac-(3R)-oxolan-3-yl]amino]pyrimidin-5-yl]-2-[rac-(3S,5R)-3,4,5-trimethylpiperazin-1-yl]phenyl]-6-oxo-4-(trifluoromethyl)-1H-pyridine-3-carboxamide FC1=CC(=C(C=C1C=1C=NC(=NC1)N([C@H]1COCC1)C)NC(=O)C1=CNC(C=C1C(F)(F)F)=O)N1C[C@@H](N([C@@H](C1)C)C)C |r|